2-ACETYL-1-PYRROLINE C(C)(=O)C1=NCCC1